(9Z)-Octadecenoic acid 1,3-dihydroxypropan-2-yl ester OCC(CO)OC(C=CCCCCCCCCCCCCCCC)=O